FC(C(=O)O)(F)F.NC=1C=2N(C=C(N1)C(F)(F)F)C(=CN2)C=2C=C(C=C(C2C)F)S(=O)(=O)NC21CCC(C2)(C1)C#N 3-(8-Amino-6-(trifluoromethyl)imidazo[1,2-a]pyrazin-3-yl)-N-(4-cyanobicyclo[2.1.1]hexan-1-yl)-5-fluoro-4-methylbenzenesulfonamide trifluoroacetate salt